sodium tetrakis(nonafluoro[1,1'-biphenyl]-4-yl)borate FC1=C(C(=C(C(=C1C1=C(C(=C(C(=C1F)F)[B-](C1=C(C(=C(C(=C1F)F)C1=C(C(=C(C(=C1F)F)F)F)F)F)F)(C1=C(C(=C(C(=C1F)F)C1=C(C(=C(C(=C1F)F)F)F)F)F)F)C1=C(C(=C(C(=C1F)F)C1=C(C(=C(C(=C1F)F)F)F)F)F)F)F)F)F)F)F)F.[Na+]